vinyl-octa[4-[4-(dimethoxymethyl)-1-piperidinyl]-2-fluoro-phenyl]-2-phenyl-tetrahydronaphthalen-6-ol C(=C)C1=C(C(=C2C(C(C(C(C2=C1)(C1=C(C=C(C=C1)N1CCC(CC1)C(OC)OC)F)C1=C(C=C(C=C1)N1CCC(CC1)C(OC)OC)F)(C1=CC=CC=C1)C1=C(C=C(C=C1)N1CCC(CC1)C(OC)OC)F)(C1=C(C=C(C=C1)N1CCC(CC1)C(OC)OC)F)C1=C(C=C(C=C1)N1CCC(CC1)C(OC)OC)F)(C1=C(C=C(C=C1)N1CCC(CC1)C(OC)OC)F)C1=C(C=C(C=C1)N1CCC(CC1)C(OC)OC)F)C1=C(C=C(C=C1)N1CCC(CC1)C(OC)OC)F)O